6-(4-((diphenylmethylene)amino)-2,6-dimethylbenzyl)-2-(4-methoxybenzyl)-4-(2-methylcyclopentyl)pyridazine-3(2H)-one C1(=CC=CC=C1)C(C1=CC=CC=C1)=NC1=CC(=C(CC=2C=C(C(N(N2)CC2=CC=C(C=C2)OC)=O)C2C(CCC2)C)C(=C1)C)C